N-(2-(3-(Dimethylamino)propoxy)-5-(3'-methyl-2-oxo-2',3'-dihydrospiro[cyclopropane-1,1'-pyrrolo[2,3-c]quinolin]-8'-yl)pyridin-3-yl)-4-fluorobenzenesulfonamide CN(CCCOC1=NC=C(C=C1NS(=O)(=O)C1=CC=C(C=C1)F)C1=CC=2C3=C(C=NC2C=C1)N(CC31C(C1)=O)C)C